tert-Butyl 6-(4-chloropyridin-3-yl)-2,6-diazaspiro[3.4]octane-2-carboxylate ClC1=C(C=NC=C1)N1CC2(CN(C2)C(=O)OC(C)(C)C)CC1